N-n-pentyl-2-pyrrolidinone C(CCCC)N1C(CCC1)=O